6-isopropyl-3-(trifluoromethyl)-5,6,6a,7,9,10-hexahydro-8H-pyrazino[1,2-a]pyrido[3,2-e]pyrimidin C(C)(C)N1C2N(C3=C(C1)C=C(C=N3)C(F)(F)F)CCNC2